methyl 2-(3,4-dihydro-2H-benzo[b][1,4]dioxepin-7-yl)acetate O1C2=C(OCCC1)C=C(C=C2)CC(=O)OC